1'-(oxybis(4,1-phenylene))bis(2-hydroxy-2-methyl-1-propanone) O(C1=CC=C(C=C1)C(C(C)(C)O)=O)C1=CC=C(C=C1)C(C(C)(O)C)=O